C(C)(C)(C)NC(CN(C)C=1C2=C(N=C(N1)C1=NC=CC(=C1)OCC(C)(OC1OCCCC1)C)C(CC2)O)=O N-(tert-butyl)-2-((7-hydroxy-2-(4-(2-methyl-2-((tetrahydro-2H-pyran-2-yl)oxy)propoxy)pyridin-2-yl)-6,7-dihydro-5H-cyclopenta[d]pyrimidin-4-yl)(methyl)amino)acetamide